FC=1C=C(C=CC1)NC(=O)[C@H]1CC12CCN(CC2)C(=O)OC(C(F)(F)F)C(F)(F)F 1,1,1,3,3,3-Hexafluoropropan-2-yl (S)-1-((3-fluorophenyl)carbamoyl)-6-azaspiro[2.5]octan-6-carboxylat